2-ethyl-6-chloro-9-acryloyloxy-10-hydroxy-1,4-dihydroanthracene C(C)C=1CC2=C(C3=CC=C(C=C3C(=C2CC1)O)Cl)OC(C=C)=O